CNCCNC N,N'-Dimethyl-ethylenediamine